FC1=CC=C(C=C1)C1=NNC=C1CCN 2-(3-(4-fluorophenyl)-1h-pyrazol-4-yl)ethanamine